C(C)(C)(C)C=1C=C(N(N1)C1=CC(=CC=C1)CN1CCOCC1)NC(=O)NC1=C(C=C(C=C1)OC1=CC=NC=2NC(CCC12)=O)SC 1-[5-tert-butyl-2-[3-(morpholinomethyl)phenyl]pyrazol-3-yl]-3-[2-methylsulfanyl-4-[(7-oxo-6,8-dihydro-5H-1,8-naphthyridin-4-yl)oxy]phenyl]urea